The molecule is a cinnamate ester obtained by the formal condensation of trans-4-coumaric acid with 2-(3,4-dihydroxyphenyl)ethyl beta-D-glucopyranoside. It is a phenolic glycoside derivative obtained from the aerial parts of Globularia alypum and exhibits antioxidant activity. It has a role as a metabolite and an antioxidant. It is a cinnamate ester, a polyphenol, a beta-D-glucoside and a member of catechols. It derives from a trans-4-coumaric acid. C1=CC(=CC=C1/C=C/C(=O)OC[C@@H]2[C@H]([C@@H]([C@H]([C@@H](O2)OCCC3=CC(=C(C=C3)O)O)O)O)O)O